S(CCC(C(=O)O)(C)C1=CC(=C(C(=C1)C(C)(C)C)O)C(C)(C)C)CCC(C(=O)O)(C)C1=CC(=C(C(=C1)C(C)(C)C)O)C(C)(C)C thiodiethylenebis[(3,5-di-tert-butyl-4-hydroxyphenyl)propanoic acid]